9,9-bis{4-(3,4-dicarboxyphenoxy)phenyl}fluorene ethyl-2-[2-(ethylamino)-7-isopropyl-4-oxo-furo[2,3-d]pyridazin-5-yl]acetate C(C)OC(CN1N=C(C2=C(C1=O)C=C(O2)NCC)C(C)C)=O.C(=O)(O)C=2C=C(OC1=CC=C(C=C1)C1(C3=CC=CC=C3C=3C=CC=CC13)C1=CC=C(C=C1)OC1=CC(=C(C=C1)C(=O)O)C(=O)O)C=CC2C(=O)O